CP(C)C.[Ti] titanium trimethylphosphine